OCC1C(N(CCC1C1=CC(=CC=C1)OCCOC)C(=O)OC(C)(C)C)C (+/-)-tert-Butyl (trans,trans)-3-(hydroxymethyl)-4-[3-(2-methoxyethoxy)phenyl]-2-methylpiperidine-1-carboxylate